NC([C@H](C(C)C)NC([C@H](CCC(=O)OC(C)(C)C)NC([C@H](CC(C)C)NC(=O)[C@H]1N(CCC1)C(CCCCCCCCC)=O)=O)=O)=O tert-Butyl (S)-5-(((S)-1-amino-3-methyl-1-oxobutan-2-yl)amino)-4-((S)-2-((S)-1-decanoylpyrrolidine-2-carboxamido)-4-methylpentanamido)-5-oxopentanoate